FC(OC[C@@H](C1=CC(=CC=C1)OC(F)(F)F)NC(C[C@@H](C(C)(C)C)O)=O)F N-((R)-2-(difluoromethoxy)-1-(3-(trifluoromethoxy)phenyl)ethyl)-3-(S)-hydroxy-4,4-dimethylpentanamide